C1=CC(=C(C=C1/C=C/C(=O)C2=C(C=C(C=C2O)O[C@H]3[C@@H]([C@H]([C@@H]([C@H](O3)CO)O)O)O)O)O)[O-] The molecule is a phenolate anion that is the conjugate base of 2',3,4,4',6'-pentahydroxychalcone 4'-O-beta-D-glucoside, obtained by selective deprotonation of the phenolic hydroxy group at position 2'; major species at pH 7.3. It is a conjugate base of a 2',3,4,4',6'-pentahydroxychalcone 4'-O-beta-D-glucoside.